C12CN(CC(C=C1)N2)C=2C1=C(N=C(N2)OCC23CCCN3CCC2)C(=C(N=C1)C1=CC(=CC2=CC=CC(=C12)C#C)O)F 4-(4-(3,8-diazabicyclo[3.2.1]oct-6-en-3-yl)-8-fluoro-2-((tetrahydro-1H-pyrrolizin-7a(5H)-yl)methoxy)pyrido[4,3-d]pyrimidin-7-yl)-5-ethynylnaphthalen-2-ol